5-(((1R,2R)-2-aminocyclohexyl)(methyl)amino)-2-(2,6-dioxopiperidin-3-yl)isoindoline-1,3-dione N[C@H]1[C@@H](CCCC1)N(C=1C=C2C(N(C(C2=CC1)=O)C1C(NC(CC1)=O)=O)=O)C